C1(CC1)C1=NN(C=N1)C1CC2(CN(C2)C(=O)N2CC3(C2)CN(C3)CC3=NC=C(N=C3)C(F)(F)F)C1 [6-(3-cyclopropyl-1,2,4-triazol-1-yl)-2-azaspiro[3.3]heptan-2-yl]-[6-[[5-(trifluoromethyl)pyrazin-2-yl]methyl]-2,6-diazaspiro[3.3]heptan-2-yl]methanone